C(C)(=O)N1CCC(CC1)C(C(=O)N1C(CC(C1)O)C(=O)NC)N1N=NC(=C1)C1CC1 1-(2-(1-acetylpiperidin-4-yl)-2-(4-cyclopropyl-1H-1,2,3-triazol-1-yl)acetyl)-4-hydroxy-N-methylpyrrolidine-2-carboxamide